N-[4-({3,3-dimethyl-2-oxo-1H-pyrrolo[3,2-b]pyridin-5-yl}(hydroxy)methyl)-3,5-dimethylphenyl]-2,2,2-trifluoroacetamide CC1(C(NC=2C1=NC(=CC2)C(C2=C(C=C(C=C2C)NC(C(F)(F)F)=O)C)O)=O)C